4-[3-Cyano-2-(trifluoromethyl)phenoxy]-5H,6H,7H,8H-pyrido[3,4-d]pyrimidine-7-carboxylic acid tert-butyl ester C(C)(C)(C)OC(=O)N1CC=2N=CN=C(C2CC1)OC1=C(C(=CC=C1)C#N)C(F)(F)F